6-(2-chloro-5-fluorophenyl)-6-hydroxy-5-nitro-6,7-dihydro-8H-[1,3]dioxolo[4,5-e]isoindol-8-one ClC1=C(C=C(C=C1)F)C1(NC(C2=C3C(=CC(=C12)[N+](=O)[O-])OCO3)=O)O